C[C@]12CC3(CC(C[C@@](C1)(C3)C)C2)NC(NC2=CC=C(C(=O)NCCCC(=O)NO)C=C2)=O 4-(3-((1r,3r,5s,7r)-3,5-dimethyladamantan-1-yl)ureido)-N-(4-(hydroxyamino)-4-oxobutyl)benzamide